pentaerythritol diacrylate methacrylate C(C(=C)C)(=O)OCC(COC(C=C)=O)(COC(C=C)=O)CO